tert-Butyl 2-[({[{2-chloro-5-[2'-methyl-5'-(pentafluoroethyl)-4'-(trifluoromethyl)-2'H-[1,3'-bipyrazol]-4-yl]benzoyl}(1-cyanocyclopropyl)amino]methoxy}carbonyl)oxy]ethylpentanedioate ClC1=C(C(=O)N(C2(CC2)C#N)COC(=O)OCCC(C(=O)OC(C)(C)C)CCC(=O)[O-])C=C(C=C1)C=1C=NN(C1)C=1N(N=C(C1C(F)(F)F)C(C(F)(F)F)(F)F)C